2-[[4-chloro-3-(1-methylpyrazol-4-yl)pyrrolo[2,3-b]pyridin-1-yl]methoxy]ethyl-trimethyl-silane ClC1=C2C(=NC=C1)N(C=C2C=2C=NN(C2)C)COCC[Si](C)(C)C